bis(triphenylphosphine) silver (I) bromide [Ag]Br.C1(=CC=CC=C1)P(C1=CC=CC=C1)C1=CC=CC=C1.C1(=CC=CC=C1)P(C1=CC=CC=C1)C1=CC=CC=C1